Cl.C1(CC1)CN1[C@H]2[C@@]3(CC[C@H]([C@H]4[C@@]3(C=3C(=C(C=CC3C2)O)O4)CC1)NC(CC=1SC=CC1)=O)O 17-Cyclopropylmethyl-3,14β-dihydroxy-4,5α-epoxy-6β-(2'-thienylacetamido)morphinan hydrochloride